(2-(2-(4-(benzyloxy)phenoxy)ethoxy)ethyl)carbamic acid methyl ester COC(NCCOCCOC1=CC=C(C=C1)OCC1=CC=CC=C1)=O